5-(4-Methylpiperazin-1-yl)-2-(trifluoromethoxy)aniline CN1CCN(CC1)C=1C=CC(=C(N)C1)OC(F)(F)F